(R)-N-(1-(1-(4-fluorophenyl)-6-methyl-1H-indazol-5-yl)pyrrolidin-3-yl)methanesulfonamide FC1=CC=C(C=C1)N1N=CC2=CC(=C(C=C12)C)N1C[C@@H](CC1)NS(=O)(=O)C